ClC=1C(=NC2=CC(=C(N=C2C1N[C@H](CC)C1=C(C=CC=C1)F)C=1C=NC(=NC1)P(=O)(C)C)F)C 3-chloro-6-[2-(dimethylphosphoryl)pyrimidin-5-yl]-7-fluoro-N-[(1R)-1-(2-fluorophenyl)propyl]-2-methyl-1,5-naphthyridin-4-amine